rac-4-(((R)-1-(3,3-difluoro-2,3-dihydrobenzofuran-7-yl)ethyl)amino)-6-((1r,4R)-1,4-dihydroxycyclohexyl)-2-methylpyrido[2,3-d]pyrimidin-7(8H)-one FC1(COC2=C1C=CC=C2[C@@H](C)NC=2C1=C(N=C(N2)C)NC(C(=C1)C1(CCC(CC1)O)O)=O)F |r|